O=C1NC(CCC1N1CC2=CC=C(C=C2C1=O)CNC(=O)NC1=CC(=C(C=C1)C)CN1CCOCC1)=O 1-((2-(2,6-dioxopiperidin-3-yl)-3-oxoisoindolin-5-yl)methyl)-3-(4-methyl-3-(morpholinomethyl)phenyl)urea